FC(CNC1=C(C#N)C=C(C=C1)C=1OC(=NN1)C=1C=CC2=C(N(C=N2)C(C)C)C1)F 2-[(2,2-difluoroethyl)amino]-5-{5-[1-(propan-2-yl)-1H-1,3-benzodiazol-6-yl]-1,3,4-oxadiazol-2-yl}benzonitrile